N,N,2-trimethyl-1-[5-[(3S)-3-methyl-2,3,4,5-tetrahydropyridin-6-yl]-1,3-benzothiazol-2-yl]propan-2-amine CN(C(CC=1SC2=C(N1)C=C(C=C2)C=2CC[C@@H](CN2)C)(C)C)C